BrCCN1C2=CC=C(C=C2C=2C=C(C=CC12)OC)OC 9-(2-bromoethyl)-3,6-dimethoxy-9H-carbazole